C(C)(C)C1=C(NC2=CC=C(C=C12)C1CCN(CC1)CC1=NN(C=N1)C)C=1C=C(C=2N(C1)C=NN2)C 6-(3-isopropyl-5-(1-((1-methyl-1H-1,2,4-triazol-3-yl)methyl)piperidin-4-yl)-1H-indol-2-yl)-8-methyl-[1,2,4]triazolo[4,3-a]pyridine